tert-Butyl 4-{(1S)-1-[2-chloro-3-cyano-5-(methoxycarbonyl)anilino]ethyl}piperidine-1-carboxylate ClC1=C(N[C@@H](C)C2CCN(CC2)C(=O)OC(C)(C)C)C=C(C=C1C#N)C(=O)OC